4,5-dicyano-2-trifluoromethylimidazolium lithium [Li+].C(#N)C=1[NH+]=C(NC1C#N)C(F)(F)F